O1CCNCC2=C1C(=CN=C2)C#N 3,5-dihydro-2H-pyrido[3,4-f][1,4]oxazepine-9-Carbonitrile